Dimethoxydiisopropyl-silane CO[Si](C(C)C)(C(C)C)OC